[Cl-].C1(=CC=CC=C1)[Se]C1=CC=CC=C1 phenylselenide chloride